ClC1=NC2=CC=CC=C2C=C1COC1=CN=C(C=C1C=O)OC 5-((2-chloroquinolin-3-yl)methoxy)-2-methoxyisonicotinaldehyde